BrC=1C=C(C=CC1)C1=NC2=CC(=CC=C2C(=N1)C)C(F)(F)F 2-(3-bromophenyl)-4-methyl-7-(trifluoromethyl)quinazoline